ClC1=C(C=CC=C1)[C@H]1CC[C@H](N1C(=O)C1=CC=C(C=C1)C1=C(C=C(C=C1)OC)C#N)C(=O)O (2S,5R)-5-(2-chlorophenyl)-1-(2'-cyano-4'-methoxy-[1,1'-biphenyl]-4-carbonyl)pyrrolidine-2-carboxylic acid